ClC1=CC(=C(C=C1)C1=NC(=CC2=C1N=C(N(C2=O)C)C)N2C[C@@H](OCC2)C=2C=NN(C2)C)F 8-(4-chloro-2-fluoro-phenyl)-2,3-dimethyl-6-[(2S)-2-(1-methylpyrazol-4-yl)morpholin-4-yl]pyrido[3,4-d]pyrimidin-4-one